2-(4-bromophenyl)-4-(3-chlorophenyl)-6-(5-iodo-[1,1'-biphenyl]-3-yl)-1,3,5-triazine BrC1=CC=C(C=C1)C1=NC(=NC(=N1)C1=CC(=CC=C1)Cl)C=1C=C(C=C(C1)I)C1=CC=CC=C1